Cl.C12CN(CC(CC1)N2)C=2C=1N(N=CC2F)C=C(N1)C=1C=NN(C1)C 8-(3,8-diazabicyclo[3.2.1]octan-3-yl)-7-fluoro-2-(1-methyl-1H-pyrazol-4-yl)imidazo[1,2-b]pyridazine hydrochloride